(3-((5-cyano-4-(4-fluorophenyl)thiazol-2-yl)(methyl)amino)-2-ethylimidazo[1,2-a]pyridine-6-yl)boronic acid C(#N)C1=C(N=C(S1)N(C1=C(N=C2N1C=C(C=C2)B(O)O)CC)C)C2=CC=C(C=C2)F